FC1=C(C(=O)N)C=C(C(=C1)NC1=NC=C2N(C(N(C2=N1)C1C(COCC1)F)=O)C)C 2-fluoro-4-((9-(3-fluorotetrahydro-2H-pyran-4-yl)-7-methyl-8-oxo-8,9-dihydro-7H-purin-2-yl)amino)-5-methylbenzamide